bis(γ-trimethoxysilyl-propyl)amine CO[Si](CCCNCCC[Si](OC)(OC)OC)(OC)OC